4-(5-chloro-1-(3-((2R,3S)-3-hydroxypiperidin-2-yl)propyl)-1H-benzo[d]imidazol-7-yl)thiophene-2-carboxylic acid methyl ester dihydrochloride Cl.Cl.COC(=O)C=1SC=C(C1)C1=CC(=CC2=C1N(C=N2)CCC[C@H]2NCCC[C@@H]2O)Cl